NC1=C(N=CN1C1=C(C=C(C=C1)Cl)Cl)C(=O)OCC ethyl 5-amino-1-(2,4-dichlorophenyl)-1H-imidazole-4-carboxylate